2-(4-Chlorophenyl)-4,5,6,7-tetrahydrooxazolo[4,5-c]pyridine ClC1=CC=C(C=C1)C=1OC2=C(CNCC2)N1